N=1NN=NC1C=1C(=NC2=CC=CC=C2C1)N (2H-tetrazol-5-yl)quinolin-2-amine